C(C)(=O)C1=CC=C(C=C1)S(=O)(=O)N1C2CN(C(C1)C2)C(=O)OC(C)(C)C tert-Butyl 5-((4-acetylphenyl)sulfonyl)-2,5-diazabicyclo[2.2.1]heptane-2-carboxylate